C(C1=CC=CC=C1)N(C1CC2CCC(C1)N2CC(=O)N2CCNCC2)CC2=CC=CC=C2 2-(3-dibenzylamino-8-azabicyclo[3.2.1]oct-8-yl)-1-piperazin-1-yl-ethanone